Cl.NC=1C(=NC(=C(N1)N)Cl)C(=O)NC(NCCCCC1=CC=C(C=C1)OCCN(C[C@@H]([C@H]([C@@H]([C@@H](CO)O)O)O)O)CCCCCC)=N 3,5-diamino-6-chloro-N-(N-(4-(4-(2-(hexyl((2S,3R,4R,5R)-2,3,4,5,6-pentahydroxyhexyl)amino)ethoxy)phenyl)butyl)carbamimidoyl)pyrazine-2-carboxamide Hydrochloric Acid Salt